C(C)(C)(C)CN(C(=O)OCC=1N(C=C(N1)C=1C=C2C(=CC(=NC2=CC1F)C=1C(=NNC1Cl)C)C(C)C)C)C1=NC=NC(=C1I)OC (4-(2-(5-chloro-3-methyl-1H-pyrazol-4-yl)-7-fluoro-4-isopropylquinolin-6-yl)-1-methyl-1H-imidazol-2-yl)methanol Tert-butyl-(5-iodo-6-methoxypyrimidin-4-yl)(methyl)carbamate